CC1=CC=C2CCC(NC2=C1)C1=CC=C(C=C1)S(=O)(=O)N 4-(7-methyl-1,2,3,4-tetrahydroquinolin-2-yl)benzenesulfonamide